Cl.NC[C@H]1COCCC1 (S)-3-aminomethyltetrahydropyran hydrochloride